4-(4-((7-ethyl-6-oxo-5,6-dihydro-1,5-naphthyridin-3-yl)methyl)piperazin-1-yl)-2-fluoro-N-(2-methoxyethyl)benzamide C(C)C=1C(NC=2C=C(C=NC2C1)CN1CCN(CC1)C1=CC(=C(C(=O)NCCOC)C=C1)F)=O